IC=1C2=C(N(N1)C)C(=CS2)C 3-iodo-1,6-dimethyl-1H-thieno[3,2-c]pyrazole